C(C)(C)(C)OC(C(C)N(C(=O)OC)C1=NOC2=C1C=C(C=C2C(F)(F)F)C(F)(F)F)=O.CS(=O)(=O)C2=NC=C(C=N2)C#CCCCC(=O)NCC#C 6-(2-(methylsulfonyl)pyrimidin-5-yl)-N-(prop-2-yn-1-yl)hexa-5-ynamide tert-butyl-2-[[5,7-bis(trifluoromethyl)-1,2-benzoxazol-3-yl]-methoxycarbonyl-amino]propanoate